C(C)(=O)C1=C2C=C(N(C(C2=CC(=C1)C)=O)C)C(=O)NC1=CC=CC=C1 5-acetyl-2,7-dimethyl-1-oxo-N-phenyl-1,2-dihydroisoquinoline-3-carboxamide